2-fluoro-3-(4-fluorophenyl)-3-hydroxybutyric acid ethyl ester C(C)OC(C(C(C)(O)C1=CC=C(C=C1)F)F)=O